CN(C(CCC(C)C)=O)C=1C=C2C(=NC1)N=C(N2)C2=NNC=1C[C@@]3([C@H](CC21)C3)C N,4-Dimethyl-N-(2-((4aS,5aR)-5a-methyl-1,4,4a,5,5a,6-hexahydrocyclopropa[f]indazol-3-yl)-1H-imidazo[4,5-b]pyridin-6-yl)pentanamide